N[C@H](C(=O)NC1=C(C2=C(S1)CC(C2)C(F)(F)F)C(C2=C(C=CC=C2F)F)=O)C (2S)-2-amino-N-[3-(2,6-difluorobenzoyl)-5-(trifluoromethyl)-5,6-dihydro-4H-cyclopenta[b]thiophen-2-yl]propanamide